benzyl 3-[7-(2-methoxy-4-methoxycarbonyl-6-methyl-phenyl)-1,8-naphthyridin-2-yl]piperidine-1-carboxylate COC1=C(C(=CC(=C1)C(=O)OC)C)C1=CC=C2C=CC(=NC2=N1)C1CN(CCC1)C(=O)OCC1=CC=CC=C1